Sodium Nitroguaiacolate [N+](=O)([O-])C1=C(C(=C(C=C1)OC)O)C(=O)[O-].[Na+]